Cl.CC1(NCC(C1)C)C 2,2,4-trimethylpyrrolidine hydrochloride